C1(=CC=CC=C1)[C@@H]1CN(CC12CCC2)C(=O)C2=CC=NC(N2)=O (S)-6-(8-phenyl-6-azaspiro[3.4]octane-6-carbonyl)pyrimidin-2(1H)-one